FC=1C=C(C=CC1C=1N=C2SC3=C(N2C1)C=CC(=C3)C(NC3CCOCC3)=O)C3CCN(CC3)C(=O)OC(C)(C)C tert-butyl 4-(3-fluoro-4-(7-((tetrahydro-2H-pyran-4-yl)carbamoyl)benzo[d]imidazo[2,1-b]thiazol-2-yl)phenyl)piperidine-1-carboxylate